N-phenyl-maleamic acid lanthanum [La].C1(=CC=CC=C1)NC(\C=C/C(=O)O)=O